1,2-Epoxybut-3-en C1C(C=C)O1